alanyl-4-methyl-7-amino-coumarin N[C@@H](C)C(=O)C=1C(OC2=CC(=CC=C2C1C)N)=O